COC=1C=C2C(=NC1C1=C3CCC(C3=CC=C1)C#N)C(=NN2)C=2C=NN(C2)[C@@H]2CN(CC2)C(=O)[C@H]2OCCC2 4-(6-Methoxy-3-(1-((S)-1-((S)-tetrahydrofuran-2-carbonyl)pyrrolidin-3-yl)-1H-pyrazol-4-yl)-1H-pyrazolo[4,3-b]pyridin-5-yl)-2,3-dihydro-1H-indene-1-carbonitrile